methyl 2-(((trifluoromethyl)sulfonyl)oxy)cyclopent-1-ene-1-carboxylate FC(S(=O)(=O)OC1=C(CCC1)C(=O)OC)(F)F